C(C)(=O)N1CC2OC=3C(C(NC2C1)=O)=C(N(C3C(=O)NC3=CC(=C(C=C3)F)F)C)C 6-acetyl-N-(3,4-difluorophenyl)-1,2-dimethyl-9-oxo-2,4a,5,6,7,7a,8,9-octahydrodipyrrolo[3,4-b:3',4'-f][1,4]oxazepine-3-carboxamide